N-(4-(5-(trifluoromethyl)pyridin-2-yl)imidazo[1,2-a]quinoxalin-7-yl)acrylamide FC(C=1C=CC(=NC1)C=1C=2N(C3=CC=C(C=C3N1)NC(C=C)=O)C=CN2)(F)F